1-(2-((tert-butoxycarbonyl)amino)ethyl)-5-(trifluoromethyl)-1H-pyrrolo[2,3-c]pyridine-2-carboxylic acid ethyl ester C(C)OC(=O)C1=CC=2C(=CN=C(C2)C(F)(F)F)N1CCNC(=O)OC(C)(C)C